C(C)(C)(C)OC(NC=1C=C2C(=NC(=NC2=C2C1OCC2)C)N[C@H](C)C2=C(C(=CC=C2)C(F)F)F)=O (R)-(4-((1-(3-(difluoromethyl)-2-fluorophenyl)ethyl)amino)-2-methyl-8,9-dihydrofuro[2,3-h]quinazolin-6-yl)carbamic acid tert-butyl ester